9,9-dimethyl-9H-fluorene-2-selenol CC1(C2=CC=CC=C2C=2C=CC(=CC12)[SeH])C